C(C)(C)(C)OC(=O)N[C@@H]1[C@@H](N(CC1)C(=O)OCC1=CC=CC=C1)C1=C(C(=CC=C1)OC)C benzyl (2S,3S)-3-(tert-butoxycarbonylamino)-2-(3-methoxy-2-methyl-phenyl)pyrrolidine-1-carboxylate